3-(4-(4-Oxohexahydropyrrolo[1,2-a]pyrazin-2(1H)-yl)pyrimidin-2-yl)imidazo[1,2-a]pyrazine-6-carboxamide O=C1CN(CC2N1CCC2)C2=NC(=NC=C2)C2=CN=C1N2C=C(N=C1)C(=O)N